2-cyanoethyl (5-((2-(2,6-dioxopiperidin-3-yl)-1,3-dioxoisoindolin-4-yl)amino)pentyl) diisopropylphosphoramidite C(C)(C)N(P(OCCC#N)OCCCCCNC1=C2C(N(C(C2=CC=C1)=O)C1C(NC(CC1)=O)=O)=O)C(C)C